COC=1C(=CC(=NC1)[C@@H](C)NC(=O)N)C1=CC=2N(C(=N1)SC)N=CC2 1-((R)-1-(5-methoxy-4-(7-(methylthio)pyrazolo[1,5-c]pyrimidin-5-yl)pyridin-2-yl)ethyl)urea